(E,E,E,E)-4,4',4'',4'''-[benzene-1,2,4,5-tetrayltetrakis(ethene-2,1-diyl)]tetrakis[N,N-bis(4-methoxyphenyl)aniline] C1(=C(C=C(C(=C1)/C=C/C1=CC=C(N(C2=CC=C(C=C2)OC)C2=CC=C(C=C2)OC)C=C1)/C=C/C1=CC=C(N(C2=CC=C(C=C2)OC)C2=CC=C(C=C2)OC)C=C1)/C=C/C1=CC=C(N(C2=CC=C(C=C2)OC)C2=CC=C(C=C2)OC)C=C1)/C=C/C1=CC=C(N(C2=CC=C(C=C2)OC)C2=CC=C(C=C2)OC)C=C1